N(=[N+]=[N-])CCCCCC(=O)NC1=C2C(N(C(C2=CC=C1)=O)C1C(N(C(CC1)=O)C)=O)=O 6-azido-N-(2-(1-methyl-2,6-dioxopiperidin-3-yl)-1,3-dioxoisoindolin-4-yl)hexanamide